C1(CCCC1)NCC(C)C 3-Cyclopentylamino-2-methyl-propan